5'-bromo-1'-methylspiro[cyclopropane-1,3'-indolin]-2'-one BrC=1C=C2C3(C(N(C2=CC1)C)=O)CC3